C/C(/C(=O)N)=C\C=1SC=C(C1)C1=CC(=C(C=C1)C#N)C(F)(F)F (E)-2-methyl-3-(4-(3-trifluoromethyl-4-cyanophenyl)thiophen-2-yl)acrylamide